C1(=CC=CC=C1)C1=NC(=NC(=N1)C1=CC=CC=C1)C1=CC=C(C=C1)C=1C2=CC=CC=C2C(=C2C=CC=CC12)C=1C=NC=CC1 2,4-diphenyl-6-(4-(10-(pyridin-3-yl)anthracen-9-yl)phenyl)-1,3,5-triazine